ClS(=O)(=O)CC1CC2(CN(C2)C(=O)OC(C)(C)C)C1 tert-butyl 6-((Chlorosulfonyl)methyl)-2-azaspiro[3.3]heptane-2-carboxylate